C12C(=CCC(C1(C)C)C2)C racemic-α-pinene